NC1=NC=2C=C(C(=CC2C2=C1C=NN2C)C(=O)N([C@H]2COC1=NC(=CC=C12)C(F)(F)F)C)Cl 4-amino-7-chloro-N,1-dimethyl-N-((3R)-6-(trifluoro-methyl)-2,3-dihydro-furo[2,3-b]pyridin-3-yl)-1H-pyrazolo-[4,3-c]quinoline-8-carboxamide